C(CCCCCCC)[Si](OC1=CC=CC=C1)(OC)OC octyl-dimethoxyphenoxysilane